tert-butyl (3-(6-(1-(4-methoxybenzyl)-4,5-dihydro-1H-pyrazol-3-yl)-4-methylpyridin-3-yl)-1,6-naphthyridin-7-yl)carbamate COC1=CC=C(CN2N=C(CC2)C2=CC(=C(C=N2)C=2C=NC3=CC(=NC=C3C2)NC(OC(C)(C)C)=O)C)C=C1